C(C1=CC=CC=C1)(C1=CC=CC=C1)N1CCNCC1 4-(benzhydryl)piperazine